i-heptanol C(CCCC(C)C)O